C(C)(C)(C)OC(NC1=CC(=C(C=C1)COC1=C(C=C(C=C1)C=O)OC)C(F)(F)F)=O.C(C1=CC=CC=C1)[NH3+] N-benzyl-ammonium tert-butyl-N-{4-[(4-formyl-2-methoxyphenoxy)methyl]-3-(trifluoromethyl)phenyl}carbamate